3-(7-((4-(4'-fluoro-3,4,5,6-tetrahydro-[1,1'-biphenyl]-2-carbonyl)piperazin-1-yl)methyl)-1-oxoisoindolin-2-yl)piperidine-2,6-dione FC1=CC=C(C=C1)C1=C(CCCC1)C(=O)N1CCN(CC1)CC=1C=CC=C2CN(C(C12)=O)C1C(NC(CC1)=O)=O